1-(2-cyano-6-fluorophenyl)cyclopropane-1-carboxylic acid C(#N)C1=C(C(=CC=C1)F)C1(CC1)C(=O)O